N-methyl-N-((1-(5-(2-((4-(trifluoromethyl)phenyl)amino)phenyl)-1,3,4-oxadiazol-2-yl)cyclopropyl)methyl)cyanamide CN(C#N)CC1(CC1)C=1OC(=NN1)C1=C(C=CC=C1)NC1=CC=C(C=C1)C(F)(F)F